(4-(piperazin-1-yl)phenyl)-1H-benzo[d]imidazole dihydrochloride Cl.Cl.N1(CCNCC1)C1=CC=C(C=C1)N1C=NC2=C1C=CC=C2